3-benzimidazol-1-yl-propionic acid N1(C=NC2=C1C=CC=C2)CCC(=O)O